O=C1NC(CCC1N1C(C2=CC=C(C=C2C1)OC1C(CCC1)N1CCC(CC1)(C#N)C(F)(F)F)=O)=O 1-(2-((2-(2,6-dioxopiperidin-3-yl)-1-oxoisoindolin-5-yl)oxy)cyclopentyl)-4-(trifluoromethyl)piperidine-4-carbonitrile